N1=CC=CC(=C1)C1N(C)CCC1.C(CC(O)(C(=O)O)CC(=O)O)(=O)O Citric acid nicotine salt